(R)-4-(3-([1,1'-biphenyl]-2-ylethynyl)-1H-indazole-5-carbonyl)-3-phenylpiperazin-2-one C1(=C(C=CC=C1)C#CC1=NNC2=CC=C(C=C12)C(=O)N1[C@@H](C(NCC1)=O)C1=CC=CC=C1)C1=CC=CC=C1